CN1N=CC=2C1=NC(=CC2)OC2=C(C=CC=C2)C2=CC(=CC=C2)C 1-methyl-6-(3'-methylbiphenyl-2-yloxy)-1H-pyrazolo[3,4-b]Pyridine